t-butylperoxy 3,5,5-trimethylhexanoate CC(CC(=O)OOOC(C)(C)C)CC(C)(C)C